ClC1=CC=C(CN2C(=C(C3=CC(=CC=C23)O)C(CC(C)(C)C)=O)CC(C(=O)O)(C)C)C=C1 3-(1-(4-chlorobenzyl)-3-(3,3-dimethylbutyryl)-5-hydroxy-1H-indol-2-yl)-2,2-dimethylpropionic acid